ClC1=CC=C(C=C1)NC1=NC=C2C(=N1)N(N(C2=O)CC=C)C2=NC(=CC=C2)N(CCC)C2CCNCC2 6-[(4-chlorophenyl)amino]-1-{6-[(piperidin-4-yl)(propyl)amino]pyridin-2-yl}-2-(prop-2-en-1-yl)-1H,2H,3H-pyrazolo[3,4-d]pyrimidin-3-one